N(=[N+]=[N-])CCOCCOCCOCCN 11-Azido-3,6,9-trioxaundecanamine